C(CCC)(=O)OCC\C=C/CC Butanoic acid, (3Z)-3-hexen-1-yl ester